FC=1C=C(C=C(C1C=O)OC)C=1C(=C(C=CC1)C1=C(C(=CC=C1)C=1C=C2CCN(CC2=CC1)C(=O)OC(C)(C)C)C)C tert-butyl 6-(3''-fluoro-4''-formyl-5''-methoxy-2,2'-dimethyl-[1,1':3',1''-terphenyl]-3-yl)-3,4-dihydroisoquinoline-2(1H)-carboxylate